O=C1N(CCC(N1)=O)C=1C=C2C=CN(C2=C(C1)C)C1CCN(CC1)C(=O)OC(C)(C)C tert-Butyl 4-(5-(2,4-dioxotetrahydropyrimidin-1(2H)-yl)-7-methyl-1H-indol-1-yl)piperidine-1-carboxylate